2-(4-(6-bromopyridin-3-yl)-3,5-difluorophenyl)-3,5,7,8-tetrahydro-4H-thiopyrano[4,3-d]pyrimidin-4-one BrC1=CC=C(C=N1)C1=C(C=C(C=C1F)C=1NC(C2=C(N1)CCSC2)=O)F